N-(3'-chloro-4'-methoxy-2-(2H-tetrazol-5-yl)-[1,1'-biphenyl]-4-yl)-4-methylpiperidine ClC=1C=C(C=CC1OC)C1=C(C=C(C=C1)N1CCC(CC1)C)C=1N=NNN1